C1(CC1)[C@H](C)N1C(C2=C(C=C(C=C2C1)C1=C(N=C(S1)NC(C)=O)C)SCC)=O (S)-N-(5-(2-(1-cyclopropylethyl)-7-(ethylsulfanyl)-1-oxoisoindolin-5-yl)-4-methylthiazol-2-yl)acetamide